OC(O)C(C(C)=O)CC1=CC=CO1 dihydroxymethylfurfurylacetone